C(#N)C1=C(C(=C(C(=O)NC2=C(C=C(C=C2Cl)C(C(C(F)(F)F)(F)F)(C(F)(F)F)F)Cl)C=C1)F)NC(C1=C(C=C(C=C1)C#N)C)=O 4-cyano-3-[(4-cyano-2-methyl-benzoyl)amino]-N-[2,6-dichloro-4-[1,2,2,3,3,3-hexafluoro-1-(trifluoro-methyl)propyl]phenyl]-2-fluoro-benzamide